5-[4'-(Difluoromethyl)-2-fluorobiphenyl-4-yl]-3,6-dihydro-2H-1,3,4-oxadiazin-2-one FC(C1=CC=C(C=C1)C1=C(C=C(C=C1)C1=NNC(OC1)=O)F)F